N-(4-Chloro-3-methylphenyl)-6-methoxy-N-methyl-1-(6-methyl-4-(trifluoromethyl)pyridin-2-yl)-2,3-dihydro-1H-pyrrolo[2,3-b]pyridine-2-carboxamide ClC1=C(C=C(C=C1)N(C(=O)C1CC=2C(=NC(=CC2)OC)N1C1=NC(=CC(=C1)C(F)(F)F)C)C)C